ClC1=C(C=C(C=C1)C1=NC(=NS1)Cl)NCC(=O)OCC Ethyl (2-chloro-5-(3-chloro-1,2,4-thiadiazol-5-yl)phenyl)glycinate